C(O)([O-])=O.[K+] potassium hydrogencarbonate